FC1=C(C(NC)=N)C=C(C=C1)OC=1C(=C2C=CNC2=CC1F)C=C 2-fluoro-5-((6-fluoro-4-vinyl-1H-indol-5-yl)oxy)-N-methylbenzimidamide